ClC=1C=CC2=C(C[C@H](CC=3N2C(=NN3)[C@@H]3CC[C@H](CC3)OC3=NC=CC=C3)NC(CCN(C)C)=O)C1 N-{(5R)-8-chloro-1-[trans-4-(pyridin-2-yloxy)cyclohexyl]-5,6-dihydro-4H-[1,2,4]triazolo[4,3-a][1]benzazepin-5-yl}-N3,N3-dimethyl-β-alaninamide